ClC=1C(=C(C=CC1F)[C@H](NC(=O)N1[C@@H](C(NCC1)=O)C)C1C[C@H]2C([C@H]2C1)(F)F)F (R)-N-((R)-(3-chloro-2,4-difluorophenyl)((1R,3s,5S)-6,6-difluorobicyclo-[3.1.0]hexan-3-yl)methyl)-2-methyl-3-oxopiperazine-1-carboxamide